C(CCCCCCCCCCCC)OC1=CC=C(C=C1)B(O)O 4-(tridecyloxy)phenylboronic acid